C(CCCCCCCCC)(=O)NC(CS(=O)(=O)[O-])C(=O)NCCOC(C(=C)C)=O.[Na+] Sodium 2-Decanamido-3-((2-methacryloxyethyl) amino)-3-oxopropane-1-Sulfonate